(1'R,2'R,4'S)-5'-Methyl-4-((E)-prop-1-en-1-yl)-2'-(prop-1-en-2-yl)-1',2',3',4'-tetrahydro-[1,1'-biphenyl]-2,4',6-triol CC=1[C@H](C[C@H]([C@@H](C1)C=1C(=CC(=CC1O)\C=C\C)O)C(=C)C)O